ClC1=NC=C(C(=O)Cl)C=C1OCCC#CC 6-chloro-5-(pent-3-yn-1-yloxy)nicotinoyl chloride